ClC1=NC(=C(C(=N1)Cl)O)NCCC1=CNC2=CC=CC=C12 2,4-dichloro-6-[2-(1H-indol-3-yl)ethylamino]pyrimidin-5-ol